1-beta-ribofuranosylcytosine [C@@H]1([C@H](O)[C@H](O)[C@H](O1)CO)N1C(=O)N=C(N)C=C1